(R)-(5-(2-methoxypyridin-4-yl)isochroman-1-yl)methanamine COC1=NC=CC(=C1)C1=C2CCO[C@H](C2=CC=C1)CN